BrC1=C(N(C=C1I)CC(C)(C)NC(=O)OC(C)(C)C)C(=O)OC methyl 3-bromo-1-(2-((tert-butoxycarbonyl)amino)-2-methylpropyl)-4-iodo-1H-pyrrole-2-carboxylate